1,4-bis[(6-bromohexyl)oxy]-2,5-diiodobenzene BrCCCCCCOC1=C(C=C(C(=C1)I)OCCCCCCBr)I